BrC1=NC=C(C=C1[N+](=O)[O-])Br 2,5-dibromo-3-nitro-pyridine